NC=1N=C2N(N=C(C=C2)C=2C=NC=C(C2)CO)C1C(=O)NC(C)C1=CC(=C2C(=NNC2=C1OCC)Cl)Cl 2-Amino-N-(1-(3,4-dichloro-7-ethoxy-1H-indazol-6-yl)ethyl)-6-(5-(hydroxymethyl)pyridin-3-yl)imidazo[1,2-b]pyridazine-3-carboxamide